(E,Z)-5,9-Tridecadienyl acetate C(C)(=O)OCCCC\C=C\CC\C=C/CCC